2-(3-(8-Amino-6-(2-methylthiazol-5-yl)imidazo[1,2-a]pyrazin-3-yl)-4-methylphenyl)-1,1-difluoropropan-2-ol NC=1C=2N(C=C(N1)C1=CN=C(S1)C)C(=CN2)C=2C=C(C=CC2C)C(C(F)F)(C)O